6,6-Dimethylbenzo[c]chromene-1,9-diol CC1(OC=2C=CC=C(C2C2=C1C=CC(=C2)O)O)C